COC1=C(C(=O)OC)C=C(C=C1)CC1=CN(C2=CC=C(C=C12)[N+](=O)[O-])C methyl 2-methoxy-5-((1-methyl-5-nitro-1H-indol-3-yl)methyl)benzoate